C(C)(=O)C1=NC(=CC2=C1NC1=CC=CC=C21)C(=O)N 1-acetyl-9H-pyrido[3,4-b]indole-3-carboxamide